ClC1=C2C=C(NC2=C(C(=C1)C1=CCCN(C1)C(CCN1N=NC=C1)=O)F)C(=O)N1CCN(CC1)C1=NC=CC=C1OC1CC1 1-[5-[4-Chloro-2-[4-[3-(cyclopropoxy)-2-pyridyl]piperazine-1-carbonyl]-7-fluoro-1H-indol-6-yl]-3,6-dihydro-2H-pyridin-1-yl]-3-(triazol-1-yl)propan-1-one